FC1C(N(C(C2=CC=CC=C12)=O)CCOCCOCC(=O)N(C1=CC=C(C2=NON=C21)[N+](=O)[O-])C2=NC=C(C=C2)F)=O 2-(2-(2-(4-fluoro-1,3-dioxoisoquinolin-2-yl)ethoxy)ethoxy)-N-(5-fluoropyridin-2-yl)-N-(7-nitrobenzo[c][1,2,5]oxadiazol-4-yl)acetamide